ClC(=C(C(F)(F)F)Cl)F 1,2-dichloro-1,3,3,3-tetrafluoro-1-propene